4-methyl-3-[1-(5-phenylpyridin-3-yl)ethoxy]benzamide CC1=C(C=C(C(=O)N)C=C1)OC(C)C=1C=NC=C(C1)C1=CC=CC=C1